butyl propylene oxide C(CCC)C1C(C)O1